3-(4-fluorophenyl)-1-(4-hydroxyphenyl)-2-propen-1-one FC1=CC=C(C=C1)C=CC(=O)C1=CC=C(C=C1)O